2-(2-fluorophenyl)-6-methylpyrazolo[1,5-a]pyrimidine-3-carboxylic acid ethyl ester C(C)OC(=O)C=1C(=NN2C1N=CC(=C2)C)C2=C(C=CC=C2)F